C(CCC(=O)OC(COC(CCCCCCCCCCCCCCC)=O)COC(CCCCCCCCCCCCCCC)=O)(=O)OC1=CC=C(C=C1)COC(=O)OC1=CC=C(C=C1)NC(C)=O 4-((((4-acetamidophenoxy)carbonyl)oxy)methyl)phenyl (1,3-bis(palmitoyloxy)propan-2-yl) succinate